The molecule is a hydroxycoumarin that is 4-hydroxycoumarin which is substituted at position 3 by a 1-phenylpropyl group. It has a role as an anticoagulant and an EC 1.6.5.2 [NAD(P)H dehydrogenase (quinone)] inhibitor. CCC(C1=CC=CC=C1)C2=C(C3=CC=CC=C3OC2=O)O